BrC1=C(C(C2=CC=CC=C2C1=O)=O)C1CCC(CC1)C1=CC=C(C=C1)Cl 3-bromo-2-(4-(4-chlorophenyl)cyclohexyl)-1,4-naphthoquinone